C1=CC=CC=2C3=CC=CC=C3N(C12)C=1C=CC=2N(C3=CC=C(C=C3C2C1)N1C2=CC=CC=C2C=2C=CC=CC12)C1=CC=C(C=C1)C1=NC=CC(=C1C1=CC=C(C=C1)N1C2=CC=C(C=C2C=2C=C(C=CC12)N1C2=CC=CC=C2C=2C=CC=CC12)N1C2=CC=CC=C2C=2C=CC=CC12)C1=CC=C(C#N)C=C1 4-(2,3-bis(4-(9'H-[9,3':6',9''-tercarbazol]-9'-yl)phenyl)pyridin-4-yl)benzonitrile